C(C)(=O)O.C#CCC n-butyn acetate